rac-tert-butyl methyl((6-((4bR,8aR)-4b-methyl-2-(methylthio)-4b,7,8,8a-tetrahydropyrano[3',4':4,5]pyrrolo[2,3-d]pyrimidin-9(5H)-yl)pyridin-2-yl)methyl)carbamate CN(C(OC(C)(C)C)=O)CC1=NC(=CC=C1)N1[C@H]2[C@@](C3=C1N=C(N=C3)SC)(COCC2)C |r|